5-Bromo-1-chloro-2-iodo-3-methoxybenzene BrC=1C=C(C(=C(C1)Cl)I)OC